1-((S)-2-(3-((2-(4-hydroxy-4-methylpiperidin-1-yl)pyrimidin-4-yl)amino)-8-((2R,3S)-2-methyl-3-((methylsulfonyl)methyl)azetidin-1-yl)isoquinolin-5-yl)azepan-1-yl)prop-2-en-1-one OC1(CCN(CC1)C1=NC=CC(=N1)NC=1N=CC2=C(C=CC(=C2C1)[C@H]1N(CCCCC1)C(C=C)=O)N1[C@@H]([C@H](C1)CS(=O)(=O)C)C)C